4-(4-(3,3-Dimethoxypropyl)piperazin-1-yl)-2-(2,6-dioxopiperidin-3-yl)isoindoline-1,3-dione COC(CCN1CCN(CC1)C1=C2C(N(C(C2=CC=C1)=O)C1C(NC(CC1)=O)=O)=O)OC